3-Cyclopropyl-N-((S)-(7-((R)-cyclopropyl(4,4,4-trifluorobutanamido)methyl)imidazo[1,2-a]pyrimidin-2-yl)(4,4-difluorocyclohexyl)methyl)isoxazole-4-carboxamide C1(CC1)C1=NOC=C1C(=O)N[C@@H](C1CCC(CC1)(F)F)C=1N=C2N(C=CC(=N2)[C@H](NC(CCC(F)(F)F)=O)C2CC2)C1